Glycine Glutamate N[C@@H](CCC(=O)O)C(=O)O.NCC(=O)O